C(=O)(C=C)N1C(C2=CC(=CC=C2CC1)OC1=CC=C(C=C1)C(F)(F)F)=O 2-acryl-7-(4-(trifluoromethyl)phenoxy)-3,4-dihydroisoquinolin-1(2H)-one